N-butyl-2-(2-oxo-2,3-dihydro-1H-pyrido[2,3-b][1,4]thiazin-3-yl)acetamide C(CCC)NC(CC1C(NC2=C(S1)N=CC=C2)=O)=O